tert-butyl 5-(1-(1-(tert-butoxycarbonyl)piperidin-4-yl)-1H-pyrazol-4-yl)-3-(pyridin-4-ylcarbamoyl)-1H-indazole-1-carboxylate C(C)(C)(C)OC(=O)N1CCC(CC1)N1N=CC(=C1)C=1C=C2C(=NN(C2=CC1)C(=O)OC(C)(C)C)C(NC1=CC=NC=C1)=O